p-toluenesulfonic acid 2-Fluoroethyl ester FCCOS(=O)(=O)C1=CC=C(C)C=C1